8-(4-cyclopropyl-6-methoxypyrimidin-5-yl)-10-(4-(5-methyl-3-(trifluoromethyl)-1H-pyrazol-1-yl)benzyl)-5,10-dihydropyrimido[4,5-d][1,2,4]triazolo[4,3-a]pyrimidine C1(CC1)C1=NC=NC(=C1C=1N=CC2=C(N(C=3N(C2)C=NN3)CC3=CC=C(C=C3)N3N=C(C=C3C)C(F)(F)F)N1)OC